1-Cyclohexyl-N-(4-(2-(((1r,4r)-4-(dimethylamino)cyclohexyl)amino)-8-isopropyl-7-oxo-7,8-dihydropyrido[2,3-d]pyrimidin-6-yl)-2-fluorophenyl)methanesulfonamide C1(CCCCC1)CS(=O)(=O)NC1=C(C=C(C=C1)C1=CC2=C(N=C(N=C2)NC2CCC(CC2)N(C)C)N(C1=O)C(C)C)F